CC(=O)[O-].CC(=O)[O-].[Ca+2] The molecule is the calcium salt of acetic acid. It is used, commonly as a hydrate, to treat hyperphosphataemia (excess phosphate in the blood) in patients with kidney disease: the calcium ion combines with dietary phosphate to form (insoluble) calcium phosphate, which is excreted in the faeces. It has a role as a chelator. It contains an acetate.